CP(=O)(C)C1=C(C=NC=C1F)NC1=C(C=C(C=C1)C#C)F 4-(Dimethylphosphoryl)-N-(4-ethynyl-2-fluorophenyl)-5-fluoropyridin-3-amine